C/C(=C\\CC/C(=C/C(=O)O)/C)/CC[C@@H]1C(O1)(C)C The molecule is a member of the juvenile hormone family of compounds obtained by formal hydrolysis of the methyl ester group of juvenile hormone III. It is a juvenile hormone, a polyunsaturated fatty acid, an epoxy fatty acid, an olefinic fatty acid and a branched-chain fatty acid. It is a conjugate acid of a juvenile hormone III carboxylate.